methyl 2-[1-(cyclopropylmethyl)-1H-pyrrolo[2,3-b]pyridin-2-yl]-7-methoxy-1-{[(1r,3s)-3-hydroxy-3-ethylcyclobutyl]methyl}-1H-1,3-benzodiazole-5-carboxylate C1(CC1)CN1C(=CC=2C1=NC=CC2)C2=NC1=C(N2CC2CC(C2)(CC)O)C(=CC(=C1)C(=O)OC)OC